C(C1=CC=CC=C1)OCCC(CCC(C(=O)OC)(C)C1=CC(=CC=C1)Br)(F)F Methyl 7-(benzyloxy)-2-(3-bromophenyl)-5,5-difluoro-2-methylheptanoate